(7-((2S,5R)-2,5-dimethyl-4-((S)-1-(quinoxalin-6-yl)ethyl)piperazin-1-yl)-6-methoxy-4-methyl-5-oxo-4,5-dihydro-2H-pyrazolo[4,3-b]pyridin-2-yl)acetonitrile C[C@@H]1N(C[C@H](N(C1)[C@@H](C)C=1C=C2N=CC=NC2=CC1)C)C=1C=2C(N(C(C1OC)=O)C)=CN(N2)CC#N